(E)-2-(4-bromostyryl)-3-methylbenzo[d]thiazole BrC1=CC=C(/C=C/C2SC3=C(N2C)C=CC=C3)C=C1